(5R,7R)-2-((S)-1-(4-fluorophenyl)-3,4-dihydroisoquinolin-2(1H)-yl)-1-oxa-3-azaspiro[4.4]non-2-en-7-amine FC1=CC=C(C=C1)[C@@H]1N(CCC2=CC=CC=C12)C=1O[C@@]2(CN1)C[C@@H](CC2)N